6,7-difluoro-4-oxo-1-(prop-2-yl)-1,2,3,4-tetrahydroquinoline-3-carbaldehyde FC=1C=C2C(C(CN(C2=CC1F)C(C)C)C=O)=O